C(C)(C)(C)C=1C=C(C=C(C1O)C(C)(C)C)CCC(=O)OCCCCCCCC octyl 3-(3,5-di-t-butyl-4-hydroxyphenyl)propionate